N(=[N+]=[N-])CC=1N=C(N(C1C)COCC[Si](C)(C)C)C(C1=CC(=C(C=C1)F)Cl)C1=CC(=C(C=C1)F)Cl 4-(azidomethyl)-2-(bis(3-chloro-4-fluorophenyl)methyl)-5-methyl-1-((2-(trimethylsilyl)ethoxy)methyl)-1H-imidazole